C(C)(C)(C)OC(=O)N1C[C@H]2N(C3=C(C=NC=4C(=C(C(=CC34)Cl)Br)F)N(C2=O)C)C[C@H]1C (2R,4aR)-10-bromo-11-chloro-9-fluoro-2,6-dimethyl-5-oxo-1,2,4,4a,5,6-hexahydro-3H-pyrazino[1',2':4,5]pyrazino[2,3-c]quinoline-3-carboxylic acid tert-butyl ester